2-{[2,6-bis(2-methoxy-1-naphthyl)phenyl]-(phenyl)-phosphino}-benzenesulphonic acid COC1=C(C2=CC=CC=C2C=C1)C1=C(C(=CC=C1)C1=C(C=CC2=CC=CC=C12)OC)P(C1=C(C=CC=C1)S(=O)(=O)O)C1=CC=CC=C1